C(C)S(=O)(=O)O.S(=O)(=O)(OCCCCCCCCCCCC)O dodecyl sulfate, ethanesulfonic acid salt